FC(C=1C(=C(C=CC1)[C@@H](C)NC(=O)C1=CN(C(C=C1N[C@@H]1[C@@H](CN(CC1)C)OC)=O)C1(CC1)C(F)F)F)F N-((R)-1-(3-(difluoromethyl)-2-fluorophenyl)ethyl)-1-(1-(difluoromethyl)cyclopropyl)-4-(((3R,4S)-3-methoxy-1-methylpiperidin-4-yl)amino)-6-oxo-1,6-dihydropyridine-3-carboxamide